6,7-dihydro-5H-benzo[c][1,2,3]triazolo[1,5-a]azepin-7-amine 2,2,2-trifluoroacetate FC(C(=O)O)(F)F.C=1N=NN2C1C1=C(C(CC2)N)C=CC=C1